ClC=1C=C(C=C(C1)Cl)NC(=O)C1=C(N(C(=C1C)C(C(N[C@@H](C(F)(F)F)C)=O)=O)C)C (R)-N-(3,5-dichlorophenyl)-1,2,4-trimethyl-5-(2-oxo-2-((1,1,1-trifluoropropan-2-yl)amino)acetyl)-1H-pyrrole-3-carboxamide